ClC1=CC=C(C=C1)N1CCN(C2=CC=CC=C12)CC(C)N1CCCCC1 1-(4-(4-chlorophenyl)-3,4-dihydroquinoxalin-1(2H)-yl)-2-(piperidin-1-yl)propan